COC(C(C(F)(F)F)(F)F)(F)F 1-Methoxyheptafluoropropane